C(C)N1C=C(C2=CC=CC=C12)\C=C\[N+](=O)[O-] (E)-1-ethyl-3-(2-nitrovinyl)-1H-indole